methyl-L-Tyrosine CN[C@@H](CC1=CC=C(C=C1)O)C(=O)O